Silicon-Copper-Aluminum [Al].[Cu].[Si]